3-(2-Chloro-3-((N-methylsulfamoyl) amino) benzyl)-4-((dimethylamino) methyl)-6-fluoro-2-oxo-2H-benzopyran-7-yl dimethylcarbamate CN(C(OC1=CC2=C(C(=C(C(O2)=O)CC2=C(C(=CC=C2)NS(NC)(=O)=O)Cl)CN(C)C)C=C1F)=O)C